ClC=1C(=CC(=C(C1)SC(OCC)=S)F)C#N O-ethyl (5-chloro-4-cyano-2-fluoro-phenyl)sulfanylmethanethioate